di-n-propyl 2-cyano-2,3-di-sec-butylsuccinate C(#N)C(C(=O)OCCC)(C(C(=O)OCCC)C(C)CC)C(C)CC